OC1CN(CCC1)CCNC(=O)C1=NOC(=C1)COC1=CC(=CC=C1)C(F)(F)F N-(2-(3-hydroxypiperidin-1-yl)ethyl)-5-((3-(trifluoromethyl)phenoxy)methyl)isoxazole-3-carboxamide